N-(alpha-methyl-butyl)-maleimide CC(CCC)N1C(C=CC1=O)=O